C(C)(C)(C)OC(=O)N1CCC(CC1)/C=C/C1=C(CSCC1)C(=O)O (E)-4-(2-(1-(t-butoxycarbonyl)piperidin-4-yl)vinyl)-5,6-dihydro-2H-thiopyran-3-carboxylic acid